C1=NC=CC2=C(C=CC=C12)C1(CC1)NC(=O)C=1C=C(OCCN(C(OC(C)(C)C)=O)C)C=CC1C tert-Butyl (2-(3-((1-(isoquinolin-5-yl)cyclopropyl)carbamoyl)-4-methylphenoxy)ethyl)(methyl)carbamate